Diethoxytetramethyldisiloxan C(C)O[Si](O[Si](C)(C)C)(C)OCC